(2-(dibenzo[b,d]thiophen-4-yl)phenyl)boronic acid C1=CC=C(C=2SC3=C(C21)C=CC=C3)C3=C(C=CC=C3)B(O)O